1-[4-[7-(3-cyclopropyl-5-hydroxy-phenyl)-2-(3-morpholinopropoxy)-6,8-dihydro-5H-pyrido[3,4-d]pyrimidin-4-yl]piperazin-1-yl]prop-2-en-1-one trifluoroacetate FC(C(=O)O)(F)F.C1(CC1)C=1C=C(C=C(C1)O)N1CC=2N=C(N=C(C2CC1)N1CCN(CC1)C(C=C)=O)OCCCN1CCOCC1